Bis(6-oxo-6-(pentadecan-7-yloxy)hexyl) 2-((3-(dimethylamino)-propanoyl)oxy)succinate CN(CCC(=O)OC(C(=O)OCCCCCC(OC(CCCCCC)CCCCCCCC)=O)CC(=O)OCCCCCC(OC(CCCCCC)CCCCCCCC)=O)C